C(#N)C1=CC=CC2=CC=C(C=C12)C#N 1,7-dicyanonaphthalene